C(C)N1CC2CCC(C1)N2CC=2C=CC(=NC2)NC2=NC=C(C(=N2)C2=CC1=C(N=C3N1[C@@H](CC3)CF)C(=C2)F)F N-(5-((3-ethyl-3,8-diazabicyclo[3.2.1]octan-8-yl)methyl)pyridin-2-yl)-5-fluoro-4-((S)-5-fluoro-1-(fluoromethyl)-2,3-dihydro-1H-benzo[d]pyrrolo[1,2-a]imidazol-7-yl)pyrimidin-2-amine